1-(6-chloro-1-(piperidin-4-yl)-1H-indazol-4-yl)dihydropyrimidine-2,4(1H,3H)-dione 2,2,2-trifluoroacetate FC(C(=O)O)(F)F.ClC1=CC(=C2C=NN(C2=C1)C1CCNCC1)N1C(NC(CC1)=O)=O